C(C)N1N=C(C2=CC=CC=C2C1=O)C(=O)N1CCN(CC1)C=1C(=C(C#N)C=CC1)OC 3-(4-(3-ethyl-4-oxo-3,4-dihydrophthalazine-1-carbonyl)piperazin-1-yl)-2-methoxybenzonitrile